[2-amino-4-(trifluoromethyl)thiazol-5-yl]-(6-fluoro-9-methyl-1,3,4,5-tetrahydropyrido[4,3-b]indol-2-yl)methanone NC=1SC(=C(N1)C(F)(F)F)C(=O)N1CC2=C(NC=3C(=CC=C(C23)C)F)CC1